The molecule is a p-menthane monoterpenoid that is cyclohexan-1-one substituted by a methyl group at position 5 and a propan-2-ylidene group at position 2. It has a role as a volatile oil component and a plant metabolite. It is a p-menthane monoterpenoid and an enone. CC1CCC(=C(C)C)C(=O)C1